6-benzyl 2-(tert-butyl) 8,8-difluoro-2,6-diazaspiro[3.4]octane-2,6-dicarboxylate Benzyl-chloroformate C(C1=CC=CC=C1)OC(=O)Cl.FC1(CN(CC12CN(C2)C(=O)OC(C)(C)C)C(=O)OCC2=CC=CC=C2)F